Methyl 4-iodo-3-(spiro[2.3]hexan-5-yl)-1H-pyrazole-5-carboxylate IC=1C(=NNC1C(=O)OC)C1CC2(CC2)C1